CN(C)C[C@@H]1[C@H]([C@]2([C@](C=3C(=NC(=CC3O2)OC)OC)([C@@H]1O)O)C1=CC=C(C=C1)N1CCOCC1)C1=CC=CC=C1 (5ar,6s,7s,8r,8as)-7-((dimethylamino)methyl)-1,3-dimethoxy-5a-(4-morpholinophenyl)-6-phenyl-5a,6,7,8-tetrahydro-8aH-cyclopenta[4,5]furo[3,2-c]pyridine-8,8a-diol